COC(=O)C1CC(C1)NC1=C2C(=NC=C1[N+](=O)[O-])N(C=C2)S(=O)(=O)C2=CC=C(C)C=C2 3-((5-nitro-1-tosyl-1H-pyrrolo[2,3-b]pyridin-4-yl)amino)cyclobutanecarboxylic acid methyl ester